ClC=1C=CC(=C(C1)C(C(=O)OCC)(C)C1=C(C=C(C=C1)C(F)F)[N+](=O)[O-])OC ethyl 2-(5-chloro-2-methoxy-phenyl)-2-[4-(difluoromethyl)-2-nitro-phenyl]propanoate